OC1=C(CC(C)O)C=CC(=C1)O 2,4-dihydroxybenzylethanol